2-(2-((2-(2,6-dioxopiperidin-3-yl)-1,3-dioxoisoindolin-4-yl)amino)ethoxy)ethyl-4-methylbenzene O=C1NC(CCC1N1C(C2=CC=CC(=C2C1=O)NCCOCCC1=CC=C(C=C1)C)=O)=O